NC1=NNC2=CC=C(C=C12)C1=CC(=NC=C1)NC(=O)NC1=CC=C(C=C1)F 1-(4-(3-Amino-1H-indazol-5-yl)pyridin-2-yl)-3-(4-fluorophenyl)urea